ClC1=NC=C(C(=N1)Cl)C=1OC(=NN1)C 2-(2,4-dichloropyrimidin-5-yl)-5-methyl-1,3,4-oxadiazole